2-(2-aminothiazol-4-yl)-1-(4-methylpiperazin-1-yl)ethanone NC=1SC=C(N1)CC(=O)N1CCN(CC1)C